2,2,2-trifluoro-N-methoxy-N-methyl-acetamide FC(C(=O)N(C)OC)(F)F